NC=1C=C(C=CC1C)C(C(F)(F)F)(C(F)(F)F)C1=CC(=C(C=C1)C)N 2,2-Bis(3-amino-4-methylphenyl)-hexafluoro-propane